5-(trifluoromethyl)pyrazine-2-carbaldehyde FC(C=1N=CC(=NC1)C=O)(F)F